1-Bromo-4-fluorobenzene BrC1=CC=C(C=C1)F